CC=1C=C(C=C(C1)C)[B-](C1=CC(=CC(=C1)C)C)(C1=CC(=CC(=C1)C)C)C1=CC(=CC(=C1)C)C.C(CCCCCCCCCCCCCCCCC)[NH+](C)CCCCCCCCCCCCCCCCCC dioctadecylmethylammonium tetrakis(3,5-dimethylphenyl)borate